(E)-1-nitrobenzene [N+](=O)([O-])C1=CC=CC=C1